N-benzyl-2-(5-methyl-1-(4-(2-morpholinoethoxy)phenyl)-1H-1,2,3-triazol-4-yl)acetamide C(C1=CC=CC=C1)NC(CC=1N=NN(C1C)C1=CC=C(C=C1)OCCN1CCOCC1)=O